FC1=CC=C(C=C1)[C@@H](CO)NC1=NC(=NC=C1C1=NC(=NO1)C12CCN(CC1)CC2)NC2=CC=C1C(=N2)C(NC1=O)(C)C (S)-2-((4-((1-(4-fluorophenyl)-2-hydroxyethyl)amino)-5-(3-(quinuclidin-4-yl)-1,2,4-oxadiazol-5-yl)pyrimidin-2-yl)amino)-7,7-dimethyl-6,7-dihydro-5H-pyrrolo[3,4-b]pyridin-5-one